methyl 3-[(2S)-1-phenylpropan-2-yl]-2-[(1r,4r)-4-(methanesulfinyl-carbamoyl) cyclohexyl]-3H,6H,7H,8H,9H-imidazo[4,5-h]isoquinoline-8-carboxylate C1(=CC=CC=C1)C[C@H](C)N1C(=NC2=C1C=CC=1CCN(CC21)C(=O)OC)C2CCC(CC2)C(NS(=O)C)=O